7-amino-4-(trifluoromethyl)-2H-chromen-2-one NC1=CC=C2C(=CC(OC2=C1)=O)C(F)(F)F